(2S,5R)-6-(benzyloxy)-2-(hydroxymethyl)-3-methyl-1,6-diazabicyclo[3.2.1]oct-3-en-7-one C(C1=CC=CC=C1)ON1[C@@H]2C=C([C@H](N(C1=O)C2)CO)C